2-[1-(3-bromophenyl)cyclopropyl]acetonitrile BrC=1C=C(C=CC1)C1(CC1)CC#N